2-(2-(2-isopropylphenyl)-4-((8-methoxychroman-6-yl)methyl)piperazin-1-yl)-7-azaspiro[3.5]nonane C(C)(C)C1=C(C=CC=C1)C1N(CCN(C1)CC=1C=C2CCCOC2=C(C1)OC)C1CC2(C1)CCNCC2